ClC=1C(=CC2=C(C[C@@](O2)([C@H]2NCCC2)C2=CC=CC=C2)C1C=1C(=CC2=C(OCC(N2C)=O)C1F)C(=O)N)F (S)-7-((S)-5-Chloro-6-fluoro-2-phenyl-2-((S)-pyrrolidin-2-yl)-2,3-dihydrobenzofuran-4-yl)-8-fluoro-4-methyl-3-oxo-3,4-dihydro-2H-benzo[b][1,4]oxazine-6-carboxamide